O=C1NC(CCC1N1C(C2=CC=CC(=C2C1=O)NCCOCCOCCOCCOCCNC(OC(C)(C)C)=O)=O)=O tertbutyl N-[2-[2-[2-[2-[2-[[2-(2,6-dioxo-3-piperidyl)-1,3-dioxo-isoindolin-4-yl]amino]ethoxy]ethoxy]ethoxy]ethoxy]ethyl]carbamate